BrC1=C(C=C2C(=NC(=NC2=C1F)Cl)N1CC(N(CC1C(N(C)CCCO)=O)C(=O)OCC1=CC=CC=C1)C)Cl benzyl 4-(7-bromo-2,6-dichloro-8-fluoroquinazolin-4-yl)-5-((3-hydroxypropyl) (methyl) carbamoyl)-2-methylpiperazine-1-carboxylate